tert-Butyl (R)-3-amino-3-(4-chlorobenzyl)piperidine-1-carboxylate N[C@@]1(CN(CCC1)C(=O)OC(C)(C)C)CC1=CC=C(C=C1)Cl